S(C)(=O)(=O)OCC1=NC(=NC=C1)C(=C)OCC (2-(1-ethoxyvinyl)pyrimidin-4-yl)methyl mesylate